Ethylen Acetat C(C)(=O)O.C=C